C(CCC)[C@@H]1OC(C=2C=CCCC12)=O (3S)-3-butyl-4,5-dihydro-1(3H)-isobenzofuranone